C[C@@H]1CC=2N=CN=C(C2CN1C1=C2C(=NC(=C1)OCC(F)(F)F)NC=C2)C2CCN(CC2)S(=O)(=O)C (R)-7-methyl-4-(1-(methylsulfonyl)piperidin-4-yl)-6-(6-(2,2,2-tri-fluoroethoxy)-1H-pyrrolo[2,3-b]pyridin-4-yl)-5,6,7,8-tetrahydropyrido[4,3-d]pyrimidine